C(C1=CC=CC=C1)C=1C(=NC=C(N1)C1=C(C(=CC=C1)[N+](=O)[O-])C)N\C(\C(=O)O)=C/C=1OC=CC1 (Z)-2-((3-benzyl-5-(2-methyl-3-nitrophenyl)pyrazin-2-yl)amino)-3-(furan-2-yl)acrylic acid